5-chloro-2-(difluoromethoxy)-6-methyl-pyridine-3-carbohydrazide ClC=1C=C(C(=NC1C)OC(F)F)C(=O)NN